tert-butyl (1-((3-((4-(3-(2,4-dioxotetrahydropyrimidin-1(2H)-yl)-1-methyl-1H-indazol-6-yl)piperidin-1-yl)methyl)phenyl)sulfonyl)piperidin-4-yl)carbamate O=C1N(CCC(N1)=O)C1=NN(C2=CC(=CC=C12)C1CCN(CC1)CC=1C=C(C=CC1)S(=O)(=O)N1CCC(CC1)NC(OC(C)(C)C)=O)C